N-{2-[4-(benzenesulfonyl)phenyl]ethyl}-1H-pyrrolo[3,2-c]pyridine-2-carboxamide C1(=CC=CC=C1)S(=O)(=O)C1=CC=C(C=C1)CCNC(=O)C1=CC=2C=NC=CC2N1